tert-butyl 3-(pyridin-3-yl)-5-(4,4,5,5-tetramethyl-1,3,2-dioxaborolan-2-yl)-1H-indazole-1-carboxylate N1=CC(=CC=C1)C1=NN(C2=CC=C(C=C12)B1OC(C(O1)(C)C)(C)C)C(=O)OC(C)(C)C